5-{(3'R)-1'-[1-(1H-imidazol-2-yl)-2-methylpropyl]-6,7-dihydrospiro[pyrazolo[5,1-c][1,4]oxazine-4,3'-pyrrolidin]-2-yl}-3-(trifluoromethyl)pyridin-2-amine N1C(=NC=C1)C(C(C)C)N1C[C@@]2(CC1)OCCN1C2=CC(=N1)C=1C=C(C(=NC1)N)C(F)(F)F